N-methyl-N-((2-cyclopropylthiazol-5-yl)methyl)-6-methoxy-3-nitropyridin-2-amine CN(C1=NC(=CC=C1[N+](=O)[O-])OC)CC1=CN=C(S1)C1CC1